C(C)OC(C)OCCN [2-(1-ethoxyethoxy)ethyl]amine